C(COCCN(CC(=O)O)CC(=O)O)OCCN(CC(=O)O)CC(=O)O Ethylene-bis(oxyethylene-nitrilo)-tetraacetic acid